N1(N=CC=C1)C1=CC=C(C=C1)C1=NC(=CC(=N1)C(=O)N1CCN(CC1)S(=O)(=O)C)C=COC (2-(4-(1H-pyrazol-1-yl)phenyl)-6-(2-methoxyvinyl)pyrimidin-4-yl)(4-(methylsulfonyl)piperazin-1-yl)methanone